FC(OC1=NNC(=C1)NC1=CN=CC(=N1)O[C@H]1C(CN(CC1)C(=O)OC(C)(C)C)(F)F)F tert-butyl (R)-4-((6-((3-(difluoromethoxy)-1H-pyrazol-5-yl)amino)pyrazin-2-yl)oxy)-3,3-difluoropiperidine-1-carboxylate